C(#N)C1=CC=C(C=C1)C1CCN(CC1)C(=O)C=1C(=CC(=C(C1)N1C=NC=C1C#N)C1CCC1)C (5-(4-(4-cyanophenyl)piperidine-1-carbonyl)-2-cyclobutyl-4-methylphenyl)-1H-imidazole-5-carbonitrile